molybdenum-copper [Cu].[Mo]